tantalum-chromium-iron [Fe].[Cr].[Ta]